4-[(1S)-1-[[4-[3-(Tetrahydropyran-4-ylmethoxy)phenyl]tetrahydropyran-4-carbonyl]amino]ethyl]benzoic acid O1CCC(CC1)COC=1C=C(C=CC1)C1(CCOCC1)C(=O)N[C@@H](C)C1=CC=C(C(=O)O)C=C1